N-phenyl-gamma-aminopropyl-trimethoxysilane C1(=CC=CC=C1)NCCC[Si](OC)(OC)OC